(1R,2S)-7-(ethylsulfonyl)-2-((R)-5H-imidazo[5,1-a]isoindol-5-yl)-7-azaspiro[3.5]nonan-1-ol C(C)S(=O)(=O)N1CCC2(C[C@H]([C@H]2O)[C@H]2N3C(C4=CC=CC=C24)=CN=C3)CC1